3-(bromomethyl)-2-methoxypyridine BrCC=1C(=NC=CC1)OC